COC(C1=CC(=NC(=C1)Cl)NC(=O)[C@H]1N(C[C@@H](C1)F)C(CN1N=C(C2=CC(=CC=C12)C=1C=NC(=NC1)C)C(C)=O)=O)=O 2-((2S,4R)-1-(2-(3-acetyl-5-(2-methylpyrimidin-5-yl)-1H-indazol-1-yl)acetyl)-4-fluoropyrrolidine-2-carboxamido)-6-chloroisonicotinic acid methyl ester